C(C=C)OC(CC1(CC1)CN1CC[C@@H]2N(CC([C@@H]21)(F)F)C(=O)OC(C)(C)C)=O (cis)-tert-Butyl 4-((1-(2-(allyloxy)-2-oxoethyl)cyclopropyl)methyl)-3,3-difluorohexahydropyrrolo[3,2-b]pyrrole-1(2H)-carboxylate